N1=C(C=CC=C1)C=1NC=CC(N1)=N 2-(pyridin-2-yl)pyrimidin-4(1H)-imine